cyano-1,2,3,4-tetrahydronaphthalen C(#N)C1CCCC2=CC=CC=C12